C(C)(=O)OC(C(C)O)C methylpropylene glycol acetate